NC=1N=NC(=CC1N1C[C@H](CCC1)C1=C(C=C(C(=O)N2CCC(CC2)CN2CCC(CC2)N2C=CC3=CC(=C(C=C23)C)N2CNCC=C2)C=C1)C)C1=C(C=CC=C1)O (R)-1-(1-(1-((1-(4-(1-(3-Amino-6-(2-hydroxyphenyl)pyridazin-4-yl)piperidin-3-yl)-3-methylbenzoyl)piperidin-4-yl)methyl)piperidin-4-yl)-6-methyl-1H-indol-5-yl)dihydropyrimidine